2-(3-chlorophenyl)ethyl acrylate C(C=C)(=O)OCCC1=CC(=CC=C1)Cl